FC1=CC=C(C(=O)NC2=CC(=C(C=C2)F)C(=O)C=2C=C3N=C(C=NC3=CC2)N2CCOCC2)C=C1 4-fluoro-N-(4-fluoro-3-(3-morpholinoquinoxaline-6-carbonyl)phenyl)benzamide